1-(3-methoxy-4-(((6-(piperidin-4-yl)pyridin-2-yl)oxy)methyl)phenyl)-2-methylpropane COC=1C=C(C=CC1COC1=NC(=CC=C1)C1CCNCC1)CC(C)C